(S)-2-(1-((4'-((3-((4-(4-aminopyrimidin-2-yl)-1,3-dimethyl-1H-pyrazol-5-yl)oxy)butyl)amino)-6'-chloro-3-fluoro-[2,3'-bipyridin]-5-yl)methyl)piperidin-4-yl)propan-2-ol NC1=NC(=NC=C1)C=1C(=NN(C1O[C@H](CCNC1=C(C=NC(=C1)Cl)C1=NC=C(C=C1F)CN1CCC(CC1)C(C)(C)O)C)C)C